(S)-4-cyclopropyl-N-((5-(pyrazolo[1,5-a]pyridin-5-yl)-2,3-dihydro-1H-inden-4-yl)carbamoyl)-6,7-dihydro-4H-pyrazolo[5,1-c][1,4]oxazine-2-sulfonamide C1(CC1)[C@@H]1OCCN2C1=CC(=N2)S(=O)(=O)NC(NC2=C1CCCC1=CC=C2C2=CC=1N(C=C2)N=CC1)=O